The molecule is an acetylenic compound that is (8E)-heptadeca-1,8-diene-4,6-diyne substituted by hydroxy group at positions 6 and 15, a methoxy group at position 8 and a (5-methoxy-5-oxopentyl)oxy group at position 7. Isolated from Centella asiatica, it exhibits antineoplastic activity. It has a role as a metabolite, an antineoplastic agent and an apoptosis inducer. It is a diether, a secondary alcohol, a diol, an acetylenic compound and a methyl ester. CCCCCC(C(C(/C=C/C#CC#CC(C=C)O)OC)OCCCCC(=O)OC)O